benzyl (S)-(3-(1-((4-fluorophenyl)amino)-1-oxopropan-2-yl)bicyclo[1.1.1]pentan-1-yl)carbamate FC1=CC=C(C=C1)NC([C@@H](C)C12CC(C1)(C2)NC(OCC2=CC=CC=C2)=O)=O